ClC=1C(=CC2=C(OCCO2)C1)N1C=C(C=2C1=NC=CC2)C(=O)C=2C(=CC(=C(C2)CCCS(=O)(=O)N)F)F 3-(5-(7-Chloro-2,3-dihydrobenzo[b][1,4]dioxin-6-yl-1H-pyrrolo[2,3-b]pyridine-3-carbonyl)-2,4-difluorophenyl)propane-1-sulfonamide